O=C1NC(CCC1N1C(N(C2=C1C=CC(=C2)C2CCN(CC2)CCCCCCCCNC(=O)C=2C=NN1C2N=C(C=C1)N1[C@H](CCC1)C1=C(C=CC(=C1)F)F)C)=O)=O |r| N-[8-[4-[1-(2,6-dioxo-3-piperidyl)-3-methyl-2-oxo-benzimidazol-5-yl]-1-piperidyl]octyl]-5-[rac-(2R)-2-(2,5-difluorophenyl)pyrrolidin-1-yl]pyrazolo[1,5-a]pyrimidine-3-carboxamide